OC=1C=C(CNC2=C3NC=NC3=NC=N2)C=C(C1)O 6-(3,5-dihydroxybenzylamino)purine